BrC=1C=C(C(=C(C1)N1CCN(CC1)C(=O)OC(C)(C)C)[N+](=O)[O-])F tert-butyl 4-(5-bromo-3-fluoro-2-nitrophenyl)piperazine-1-carboxylate